(R)-2-ethynyl-glyceraldehyde 3-phosphate P(=O)(O)(O)OC[C@](C=O)(O)C#C